tert-butyl 3-(4-((2-(4-(2,6-dioxopiperidin-3-yl)phenoxy)ethyl)(methyl)amino)pyridin-3-yl)azetidine-1-carboxylate O=C1NC(CCC1C1=CC=C(OCCN(C2=C(C=NC=C2)C2CN(C2)C(=O)OC(C)(C)C)C)C=C1)=O